tert-butyl N-[8-(6-carbamoyl-5-fluoro-3-methylindazol-1-yl)octyl]carbamate C(N)(=O)C1=C(C=C2C(=NN(C2=C1)CCCCCCCCNC(OC(C)(C)C)=O)C)F